[Gd+3].[Cl-].[Cl-].[Cl-] chloride gadolinium